ClC1=CC2=C(N(C(N=C2N2CCN(CC2)C(C=C)=O)=O)C(C(C)C)C(C)C)N=C1C1=C(C=CC=C1)F 6-chloro-1-(2,4-dimethyl-3-pentanyl)-7-(2-fluorophenyl)-4-(4-(2-propenoyl)-1-piperazinyl)pyrido[2,3-d]pyrimidin-2(1H)-one